1-(2-bromo-1,1-difluoroethyl)-N-(tert-butyl)-4-fluoro-1H-pyrazole-3-sulfonamide BrCC(F)(F)N1N=C(C(=C1)F)S(=O)(=O)NC(C)(C)C